(S)-benzyl 2-(cyanomethyl)-4-(7-(7-fluoroisoquinolin-4-yl)-2-(((S)-1-methylpyrrolidin-2-yl)methoxy)-5,6,7,8-tetrahydropyrido[3,4-d]pyrimidin-4-yl)piperazine-1-carboxylate C(#N)C[C@@H]1N(CCN(C1)C=1C2=C(N=C(N1)OC[C@H]1N(CCC1)C)CN(CC2)C2=CN=CC1=CC(=CC=C21)F)C(=O)OCC2=CC=CC=C2